2-(3,4-dichloro-5-fluoro-1H-indole-2-carbonyl)octahydro-6H-pyrido[1,2-a]pyrazin-6-one ClC1=C(NC2=CC=C(C(=C12)Cl)F)C(=O)N1CC2N(CC1)C(CCC2)=O